1-[6-chloro-4-[(4-methoxyphenyl)methoxy]-2-methyl-3-pyridyl]ethanone ClC1=CC(=C(C(=N1)C)C(C)=O)OCC1=CC=C(C=C1)OC